[Ir+3].FC(C1=CC=C(C=C1)C1=[NH+]C=CC=C1)(F)F.FC(C1=CC=C(C=C1)C1=[NH+]C=CC=C1)(F)F.FC(C1=CC=C(C=C1)C1=[NH+]C=CC=C1)(F)F tris(2-(4-trifluoromethylphenyl)pyridinium) iridium